OCC1=C(C=C(C=C1)NC([C@H](CCCNC(=O)N)NC(CC(C)C)=O)=O)COCC#C (S)-1-(((S)-1-((4-(hydroxymethyl)-3-((prop-2-yn-1-yloxy)methyl)phenyl)amino)-1-oxo-5-ureidopentan-2-yl)amino)-3-methyl-1-oxobutan